C=1N=CN2C1C=CC(=C2)CNC(=O)C2CCN(CC2)C(C)C2=CC=C(C1=CC=CC=C21)C#CC2CCN(CC2)CCCCC(=O)O 5-[4-[2-[4-[1-[4-(imidazo[1,5-a]pyridin-6-ylmethylcarbamoyl)-1-piperidyl]ethyl]-1-naphthyl]ethynyl]-1-piperidyl]pentanoic acid